C(N)(=O)C1=CC=CC=2NC(=NC21)C2=CC=C(C=C2)C=2N=NN(C2)C2CCN(CC2)C(=O)OC(C)(C)C tert-butyl 4-(4-(4-(4-carbamoyl-1H-benzo[d]imidazol-2-yl)phenyl)-1H-1,2,3-triazol-1-yl)piperidine-1-carboxylate